2-(6-(1-hydroxyethyl)-1H-pyrrolo[2,3-b]pyridin-2-yl)-7-methoxy-1-methyl-1H-benzo[d]imidazole-5-carboxylic acid OC(C)C1=CC=C2C(=N1)NC(=C2)C2=NC1=C(N2C)C(=CC(=C1)C(=O)O)OC